C1(=CC=CC=C1)NCCN N1-phenyl-ethane-1,2-diamine